C(#N)[C@@]1(CC12CC2)C=2C=C1C=C(N=CC1=CC2)NC(C(=C)C2CCN(CC2)C(CC)=O)=O (S)-N-(6-(1R-cyanospiro[2.2]pentan-1-yl)isoquinolin-3-yl)-2-(1-propionylpiperidin-4-yl)propenamide